BrC=1C(=CC(=NC1)/N=C/N(C)C)C(=O)OC methyl (E)-5-bromo-2-(((dimethylamino)methylene)amino)pyridine-4-carboxylate